COC1=CC=C(C=C1)C1=NC(=NC(=N1)Cl)Cl 2-(4-methoxyphenyl)-4,6-dichloro-1,3,5-triazine